C(#N)C1(CCC1)C1=CC=C2C=C(C(=NC2=C1)OC)C(=O)OCC ethyl 7-(1-cyanocyclobutyl)-2-methoxyquinoline-3-carboxylate